NC(C)C(CC(=O)O)CCC 3-(1-Amino-ethyl)hexanoic Acid